OC=1C(=CC=2C(C3=CC=CC=C3C(C2C1O)=O)=O)S(=O)(=O)O 3,4-dihydroxyl-9,10-anthraquinone-2-sulfonic acid